4-chloro-2-methylsulfanyl-5-(trifluoromethyl)pyrimidine ClC1=NC(=NC=C1C(F)(F)F)SC